[Cl-].C(CCCCCCCCCCCCCCC)(=O)OC(COP(OCC[N+](CCC)(CCC)CCC)OCCC#N)COC(CCCCCCCCCCCCCCC)=O N-(2-(((2,3-Bis(palmitoyloxy)propoxy)(2-cyanoethoxy)phosphanyl)oxy)ethyl)-N,N-dipropylpropan-1-aminium Chloride